bispiperidinylethane N1(CCCCC1)C(C)N1CCCCC1